2-bromo-1-(4-chloro-2-fluorophenyl)ethanone BrCC(=O)C1=C(C=C(C=C1)Cl)F